ClC1=C(C=CC(=C1)F)C=1C=C(C(=NC1)C(=O)NC=1C=NC(=C(C1)Cl)N1N=CC=N1)C 5-(2-chloro-4-fluorophenyl)-N-(5-chloro-6-(2H-1,2,3-triazol-2-yl)pyridin-3-yl)-3-methylpyridineamide